5-(4-Isopropoxyphenoxy)-2-methoxyaniline C(C)(C)OC1=CC=C(OC=2C=CC(=C(N)C2)OC)C=C1